BrC1=C(C(=CC=C1)Cl)NC(=O)C=1C(=NC(=NC1)NC1=CC(=C(C=C1)OC1CCN(CC1)C)C)OC N-(2-bromo-6-chlorophenyl)-4-methoxy-2-((3-methyl-4-((1-methylpiperidin-4-yl)oxy)phenyl)amino)pyrimidine-5-carboxamide